bromo-1,4-diethyl-1,4-disilacyclohexane Br[Si]1(CC[SiH](CC1)CC)CC